1-(2-(2-chloro-3-(trifluoromethyl)benzyl)-2,8-diazaspiro[4.5]decane-8-carbonyl)-1H-pyrazole-3-carboxylic acid ClC1=C(CN2CC3(CC2)CCN(CC3)C(=O)N3N=C(C=C3)C(=O)O)C=CC=C1C(F)(F)F